(1,3-dimethylpiperidin-3-yl)-5-(piperidin-1-ylmethyl)-5,6-dihydro-1,4,2-dioxazine CN1CC(CCC1)(C)C1=NOCC(O1)CN1CCCCC1